C(C)(C)(C)NS(=O)(=O)C1=CC=C(C=C1)S(=O)(=O)N1C[C@@H](CCC1)C(=O)N1CCN(CC1)C1=NC(=NO1)C(C)C (R)-N-(tert-Butyl)-4-((3-(4-(3-isopropyl-1,2,4-oxadiazol-5-yl)piperazine-1-carbonyl)piperidin-1-yl)sulfonyl)benzenesulfonamide